OC1=C(C=CC2=C1C=CS2)C2=C(C=C(N=N2)N[C@H]2CN(CCC2)CC(=O)N2CCC(CC2)O)C 2-[(3R)-3-{[6-(4-hydroxy-1-benzothiophen-5-yl)-5-methylpyridazin-3-yl]amino}piperidin-1-yl]-1-(4-hydroxypiperidin-1-yl)ethanone